Cl.N1[C@@H](CC1)COC=1C=NC=CC1Br (S)-3-(azetidin-2-ylmethoxy)-4-bromopyridine hydrochloride